ClC/C=C/C(=O)NC1=C(C=C(C=C1F)C(=O)C1=CN=C2N1C=C(C=C2C2=C(C1=C(N(C(=N1)C)C)C=C2C(F)(F)F)OC)F)F (E)-4-chloro-N-(2,6-difluoro-4-(6-fluoro-8-(4-methoxy-1,2-dimethyl-6-(trifluoromethyl)-1H-benzo[d]imidazol-5-yl)imidazo[1,2-a]pyridine-3-carbonyl)phenyl)but-2-enamide